methylcyclooct-4-ene-1-carboxylate COC(=O)C1CCC=CCCC1